6-(3-isopropyl-5-(1-(2-(methylsulfonyl)ethyl)azetidin-3-yl)-1H-pyrrolo[3,2-b]pyridin-2-yl)-7,8-dimethyl-[1,2,4]triazolo[1,5-a]pyridine C(C)(C)C1=C(NC=2C1=NC(=CC2)C2CN(C2)CCS(=O)(=O)C)C=2C(=C(C=1N(C2)N=CN1)C)C